ClC=1C=CC2=C(N(C(CN(S2(=O)=O)[C@H](C(=O)NNC(=O)OC(C)(C)C)C(C)C2=C(C(=CC=C2F)C)C)=O)C)C1 tertbutyl 2-((2S)-2-(7-chloro-5-methyl-1,1-dioxido-4-oxo-4,5-dihydrobenzo[f][1,2,5]thiadiazepin-2(3H)-yl)-3-(6-fluoro-2,3-dimethylphenyl)butanoyl)hydrazine-1-carboxylate